N1SSC=C1 2,3-dithiazole